N-Ethyl-6-methyl-5-(4-(2-((1-(methyl-sulfonyl)piperidin-4-yl)amino)-5-(trifluoromethyl)-pyrimidin-4-yl)-1H-imidazol-1-yl)picolinamide C(C)NC(C1=NC(=C(C=C1)N1C=NC(=C1)C1=NC(=NC=C1C(F)(F)F)NC1CCN(CC1)S(=O)(=O)C)C)=O